N,N-dibenzyl-6-chloro-5-Nitropyrimidin-4-amine C(C1=CC=CC=C1)N(C1=NC=NC(=C1[N+](=O)[O-])Cl)CC1=CC=CC=C1